tert-butyl 9-(3-(2,6-bis(benzyloxy)pyridin-3-yl)-1-methyl-1H-indazol-6-yl)-3,9-diazaspiro[5.5]undecane-3-carboxylate C(C1=CC=CC=C1)OC1=NC(=CC=C1C1=NN(C2=CC(=CC=C12)N1CCC2(CCN(CC2)C(=O)OC(C)(C)C)CC1)C)OCC1=CC=CC=C1